5-(4-((5-chloro-2-fluoropyridin-3-yl)methoxy)phenyl)-2-oxo-6-(trifluoromethyl)-1,2-dihydropyridine-3-carboxamide ClC=1C=C(C(=NC1)F)COC1=CC=C(C=C1)C=1C=C(C(NC1C(F)(F)F)=O)C(=O)N